3-methacryloxy-propyl-(trimethoxy)silane C(C(=C)C)(=O)OCCC[Si](OC)(OC)OC